Nonenol CCCCCCC/C=C/O